ClC=1C(=C(C=CC1)C1(NC=NC2=CC=C(C(=C12)C1=CC=CC=C1)N)N)F 4-(3-chloro-2-fluorophenyl)-5-phenylquinazoline-4,6-diamine